1-(1,3-benzothiazol-6-yl)-3-(2,6-difluoro-3,5-dimethoxyphenyl)-7-(1,3-dimethyl-1H-pyrazol-4-yl)-3,4-dihydropyrido[4,3-d]pyrimidin-2(1H)-one S1C=NC2=C1C=C(C=C2)N2C(N(CC1=C2C=C(N=C1)C=1C(=NN(C1)C)C)C1=C(C(=CC(=C1F)OC)OC)F)=O